N-(5-(6-(4-(tert-butyl)phenyl)-1-oxo-3,4-dihydroisoquinolin-2(1H)-yl)-2-hydroxyphenyl)cyclopropanesulfonamide C(C)(C)(C)C1=CC=C(C=C1)C=1C=C2CCN(C(C2=CC1)=O)C=1C=CC(=C(C1)NS(=O)(=O)C1CC1)O